OCC(CC)NC1=CN=CC(=N1)C1=CC=C(C=C1)O 4-[6-[1-(hydroxy-methyl)propylamino]pyrazin-2-yl]phenol